[La+3].C(CCCCCCCCCCCCCCCCC)(=O)[O-].C(CCCCCCCCCCCCCCCCC)(=O)[O-].C(CCCCCCCCCCCCCCCCC)(=O)[O-] stearic acid lanthanum salt